3-octyl-1-(4-vinylbenzyl)-1H-1,2,4-triazole C(CCCCCCC)C1=NN(C=N1)CC1=CC=C(C=C1)C=C